C(#C)C=1N(C=CN1)C(=O)OC(C)(C)C tert-Butyl 2-ethynyl-1H-imidazole-1-carboxylate